(R)-N-(tert-butyl)-2-((2-(4-(2-hydroxybutoxy)pyridin-2-yl)-6,7-dihydro-5H-cyclopenta[d]pyrimidin-4-yl)(methyl)amino)acetamide C(C)(C)(C)NC(CN(C)C=1C2=C(N=C(N1)C1=NC=CC(=C1)OC[C@@H](CC)O)CCC2)=O